N5-(2-{5-[(1R,4R,7R)-7-amino-2-azabicyclo[2.2.1]heptane-2-carbonyl]-7-methoxy-1-methyl-1H-1,3-benzodiazol-2-yl}-1-(cyclopropylmethyl)-1H-pyrrolo[2,3-b]pyridin-6-yl)pyridine-2,5-diamine N[C@H]1[C@@H]2N(C[C@H]1CC2)C(=O)C2=CC1=C(N(C(=N1)C1=CC=3C(=NC(=CC3)NC=3C=CC(=NC3)N)N1CC1CC1)C)C(=C2)OC